ClC(Cl)[SiH2]CC[SiH2]C(Cl)Cl 1,2-Bis(dichloromethylsilyl)-ethan